NC1=CC2=C(N(C(CO2)=O)CCC(=O)NC)C=C1 3-(7-amino-3-oxo-1,4-benzoxazin-4-yl)-N-methyl-propanamide